(tert-butyl 2-(2-methylpyrimidin-5-yl) propyl) carbamate C(N)(OCC(CC(C)(C)C)C=1C=NC(=NC1)C)=O